4-[(3s)-3-[[2-(2-aminoethoxy)ethoxy]methyl]pyrrolidine-1-sulfonyl]-2-methylphenol NCCOCCOC[C@@H]1CN(CC1)S(=O)(=O)C1=CC(=C(C=C1)O)C